Ethyl 2-(2,6-dimethyl-4-((5-methyl-2-oxo-3-(4-(trifluoromethyl) phenyl) imidazolin-1-yl) methyl) phenoxy)-2-methylpropionate CC1=C(OC(C(=O)OCC)(C)C)C(=CC(=C1)CN1C(N(CC1C)C1=CC=C(C=C1)C(F)(F)F)=O)C